N-[3-(triethoxysilyl)propyl]maleic acid monoamide C(C)O[Si](CCCNC(\C=C/C(=O)O)=O)(OCC)OCC